N[C@@H](CO)[C@@H](\C=C\CCCCCCCCCCCC)O (2S,3R,E)-2-aminoheptadec-4-ene-1,3-diol